Phenyl 8-methoxy-2-(1-methyl-2-oxabicyclo[2.1.1]hexan-4-yl)imidazo[1,2-a]pyrazine-6-carboxylate COC=1C=2N(C=C(N1)C(=O)OC1=CC=CC=C1)C=C(N2)C21COC(C2)(C1)C